N=1N=CN2N=C(C=CC21)N [1,2,4]triazolo[4,3-b]pyridazine-6-amine